C(C1=CC=CC=C1)OP(=O)(OCC1=CC=CC=C1)OCCCC(=O)O 4-((bis(Benzyloxy)phosphoryl)oxy)butanoic Acid